potassium hydroxyquinoline sulfate C1=CC2=C(C(=C1)OS(=O)(=O)[O-])N=CC=C2.[K+]